3-(chlorohydroxyiminomethyl)-2-methyl-4-methylsulfonylbenzoic acid ClC(C=1C(=C(C(=O)O)C=CC1S(=O)(=O)C)C)=NO